CCC(CCCCC)O gamma-octanol